N1C(CCC1)CNC(=O)C1=NC=CN=C1 N-(pyrrolidin-2-ylmethyl)pyrazine-2-carboxamide